C(C)C=1C(NC=2C=C(C=NC2C1)CN1CCC(=CC1)C1=CN=C(S1)C(=O)NC)=O 5-(1-((7-ethyl-6-oxo-5,6-dihydro-1,5-naphthyridin-3-yl)methyl)-1,2,3,6-tetrahydropyridin-4-yl)-N-methylthiazole-2-carboxamide